6-chloro-1-methyl-4-(piperidin-4-yl)-1,4-dihydropyrido[2,3-b]Pyrazine ClC=1C=CC2=C(N(C=CN2C)C2CCNCC2)N1